N-(4-fluoro-5-formyl-2-thiazolyl)-acetamide FC=1N=C(SC1C=O)NC(C)=O